SCCCOC[C@H]1C(N([C@H](C(N1OCCCS)=O)COCCCS)OCCCS)=O (3S,6S)-3,6-bis[(3-sulfanylpropoxy)methyl]-1,4-bis(3-sulfanylpropoxy)piperazine-2,5-dione